(2R)-4-(4-amino-5-((1-cyclopropyl-6-fluoro-1H-benzo[d]imidazol-5-yl)ethynyl)imidazo[5,1-f][1,2,4]triazin-7-yl)-2-(methoxymethyl)pyrrolidine-1-carboxylic acid benzyl ester C(C1=CC=CC=C1)OC(=O)N1[C@H](CC(C1)C1=NC(=C2C(=NC=NN21)N)C#CC2=CC1=C(N(C=N1)C1CC1)C=C2F)COC